3-(5-(3-cyano-6-(1-(difluoromethyl)-1H-pyrazol-4-yl)pyrazolo[1,5-a]pyridin-4-yl)pyridin-2-yl)-3,6-diazabicyclo[3.2.1]octane-6-carboxylic acid tert-butyl ester C(C)(C)(C)OC(=O)N1C2CN(CC(C1)C2)C2=NC=C(C=C2)C=2C=1N(C=C(C2)C=2C=NN(C2)C(F)F)N=CC1C#N